N-(3-aminopropyl)-N,N-dimethyl-2,3-di(dodecyloxy)-1-propylammonium bromide [Br-].NCCC[N+](C)(C)CC(COCCCCCCCCCCCC)OCCCCCCCCCCCC